3-(2-(2-(diethylamino)ethylamino)propoxy)-6-methylpyrimidin C(C)N(CCNC(CON1CN=C(C=C1)C)C)CC